3-ethyl-{(3-triethoxysilylpropoxy)methyl}oxetane C(C)C1C(OC1)COCCC[Si](OCC)(OCC)OCC